C1(CCCCC1)[C@@H](C(=O)NC1=CC=C(C=C1)C=1C(=NNC1C)C)NC(C(CC)(F)F)=O N-[(1S)-1-cyclohexyl-2-[4-(3,5-dimethyl-1H-pyrazol-4-yl)anilino]-2-oxo-ethyl]-2,2-difluoro-butanamide